3-CHLORO-5-(4-CYCLOPROPYL-3-PHENYL-ISOTHIAZOLE-5-CARBOXAMIDO)PICOLINIC ACID ClC=1C(=NC=C(C1)NC(=O)C1=C(C(=NS1)C1=CC=CC=C1)C1CC1)C(=O)O